pyrimidodiazepinone C1=CC(=O)N=NC2=CN=CN=C21